(E)-2-hydroxy-5-methylbenzaldehyde O-(2-methoxybenzoyl) oxime COC1=C(C(=O)O\N=C\C2=C(C=CC(=C2)C)O)C=CC=C1